C1(CC1)S(=O)(=O)C[C@@H](C1=CC(=C(C=C1)OC)OCC)N1C(C=2C(C1=O)=CSC2NC(COC)=O)=O (R)-N-(5-(2-(cyclopropylsulfonyl)-1-(3-ethoxy-4-methoxyphenyl)ethyl)-4,6-dioxo-5,6-dihydro-4H-thieno[3,4-c]pyrrol-1-yl)-2-methoxyacetamide